2-amino-N,N,N-trimethylethanaminium C[N+](C)(C)CCN